C(C)OC(=O)C=1C(N(C(=C(C1)C#N)C)C1=CC=CC=C1)=O 5-cyano-6-methyl-2-oxo-1-phenyl-1,2-dihydropyridine-3-carboxylic acid ethyl ester